methyl trans-3-(4-(7-bromoquinoxalin-2-yl)-3-cyclopropyl-1H-pyrazol-1-yl)cyclobutane-1-carboxylate BrC1=CC=C2N=CC(=NC2=C1)C=1C(=NN(C1)[C@@H]1C[C@H](C1)C(=O)OC)C1CC1